3-(5-cyclopropyl-4-(1-methyl-1H-pyrazol-3-yl)isoxazol-3-yl)-1-isopropyl-1H-pyrazolo[4,3-c]pyridin-4-amine C1(CC1)C1=C(C(=NO1)C1=NN(C2=C1C(=NC=C2)N)C(C)C)C2=NN(C=C2)C